3-((2-((1S)-1-((tetrahydro-2H-pyran-2-yl)oxy)ethyl)-1H-imidazole-1-yl)methyl)-5-(4-((1,2,3,6-tetrahydropyridin-4-yl)ethynyl)phenyl)isoxazole O1C(CCCC1)O[C@@H](C)C=1N(C=CN1)CC1=NOC(=C1)C1=CC=C(C=C1)C#CC=1CCNCC1